BrC1=CC(=C2C(NC(C2=C1)=O)(C)C)CCO 6-bromo-4-(2-hydroxyethyl)-3,3-dimethylisoindol-1-one